(S)-butyl pyrrolidine-2-carboxylate hydrochloride Cl.N1[C@@H](CCC1)C(=O)OCCCC